COC1=NC(=NN2C1=C(C=C2)C=2C=CC1=C(N(N=N1)C)C2)NC2CC(C2)(O)C (1s,3s)-3-((4-methoxy-5-(1-methyl-1H-benzo[d][1,2,3]triazol-6-yl)pyrrolo[2,1-f][1,2,4]triazin-2-yl)amino)-1-methylcyclobutan-1-ol